FC(C=1C=C(C=C(C1)C(F)(F)F)[B-](C1=CC(=CC(=C1)C(F)(F)F)C(F)(F)F)(C1=CC(=CC(=C1)C(F)(F)F)C(F)(F)F)C1=CC(=CC(=C1)C(F)(F)F)C(F)(F)F)(F)F.C1(=CC=CC=C1)[C+](C1=CC=CC=C1)C1=CC=CC=C1 triphenylcarbenium tetrakis(3,5-bis(trifluoromethyl)-phenyl)borate